5-(p-tolyl)-1H-imidazole-2-carboxylic acid ethyl ester C(C)OC(=O)C=1NC(=CN1)C1=CC=C(C=C1)C